Di-p-tolyl-phosphoryl fluoride C1(=CC=C(C=C1)P(=O)(C1=CC=C(C=C1)C)F)C